CC1=NOC(=C1CCN1CC2=C(C(=C(C=C2CC1)O)N1CC(NS1(=O)=O)=O)F)C 5-{2-[2-(3,5-dimethyl-1,2-oxazol-4-yl)ethyl]-8-fluoro-6-hydroxy-1,2,3,4-tetrahydroisoquinolin-7-yl}-1λ6,2,5-thiadiazolidine-1,1,3-trione